9-(1-(4,6-difluoro-2-methylindolin-1-yl)ethyl)-7-methyl-2-morpholino-4H-pyrido[1,2-a]pyrimidin-4-one FC1=C2CC(N(C2=CC(=C1)F)C(C)C1=CC(=CN2C1=NC(=CC2=O)N2CCOCC2)C)C